4-(4,4-difluoropiperidin-1-yl)-N-(4-((2-hydroxyethyl)sulfonamido)-2-(6-azaspiro[2.5]octan-6-yl)phenyl)-6-(trifluoromethyl)pyrimidine-2-carboxamide FC1(CCN(CC1)C1=NC(=NC(=C1)C(F)(F)F)C(=O)NC1=C(C=C(C=C1)NS(=O)(=O)CCO)N1CCC2(CC2)CC1)F